(7s,15s)-9-(2,6-difluorophenyl)-15-fluoro-3,7-dimethyl-18-thia-2,4,5,8-tetraazatetracyclo[8.8.0.02,6.011,17]octadeca-1(10),3,5,8,11(17)-pentaene FC1=C(C(=CC=C1)F)C1=N[C@H](C2=NN=C(N2C=2SC=3C[C@H](CCCC3C12)F)C)C